O=C1NC(CC[C@@H]1N1C(C2=CC=C(C=C2C1=O)O[C@@H]1CN(CC1)CC=1C=C2C=CC(=NC2=C(C1)F)C1CCOCC1)=O)=O |o1:6| 2-((S*)-2,6-dioxopiperidin-3-yl)-5-(((S)-1-((8-fluoro-2-(tetrahydro-2H-pyran-4-yl)quinolin-6-yl)methyl)pyrrolidin-3-yl)oxy)isoindoline-1,3-dione